CC1=NC(=CC(=C1)C=1N(C2=C(C(=NC(=C2)C2=CC=C(C=C2)N2CCN(CC2)C(C)C)C)N1)C)C 2-(2,6-dimethylpyridin-4-yl)-6-(4-(4-isopropylpiperazin-1-yl)phenyl)-1,4-dimethyl-1H-imidazo[4,5-c]pyridine